BrC1=C(C=CC=C1NN)O 2-bromo-3-hydrazinophenol